ClC=1C(=C(C=CC1)NC1=NC=NC2=CC(=C(C=C12)NC(C#CC)=O)C#CC1[C@@H]2CN(C[C@H]12)C)F N-(4-((3-chloro-2-fluorophenyl)amino)-7-(((1R,5S,6s)-3-methyl-3-azabicyclo[3.1.0]hexan-6-yl)ethynyl)quinazolin-6-yl)but-2-ynamide